1-Fluoro-3-(3-methyl-5-phenyl-1,2-pentadien-1-yl)benzene FC1=CC(=CC=C1)C=C=C(CCC1=CC=CC=C1)C